ClC=1C=C(C(=O)OC(C)C)C=CC1 isopropyl meta-chlorobenzoate